C(C)N(CC(=O)O)C(C1=NC(=CC(=C1O)CCOCC1=CC=CC=C1)C)=O.ClC1=C(C=CC=C1)CC(=O)NC1=CC(=C(C=C1)C1=CN=C(S1)OC)S(N)(=O)=O 2-(2-chlorophenyl)-N-[4-(2-methoxy-1,3-thiazol-5-yl)-3-sulfamoylphenyl]acetamide Ethyl-(4-(2-(benzyloxy)ethyl)-3-hydroxy-6-methylpicolinoyl)glycinate